ClC1=CC(=C(C=C1)N1CC(CCC1)(F)F)[N+](=O)[O-] (4-chloro-2-nitrophenyl)-3,3-difluoropiperidine